(S)-N-((S)-1-(5-(2-Cyclopropylbenzo[d]oxazol-6-yl)-1H-imidazol-2-yl)-7-oxononyl)-6-methyl-6-azaspiro[2.5]octan-1-carboxamid C1(CC1)C=1OC2=C(N1)C=CC(=C2)C2=CN=C(N2)[C@H](CCCCCC(CC)=O)NC(=O)[C@H]2CC21CCN(CC1)C